COC(=O)C1=NNC=C1 1H-3-pyrazolecarboxylic acid methyl ester